COC1=CC=C(OCCN2C(=C(C3=CC=CC=C23)C(=O)OC)C)C=C1 methyl 1-(2-(4-methoxyphenoxy) ethyl)-2-methyl-1H-indole-3-carboxylate